C(#N)C=1C=C(C=CC1)C1=CC(=CC=C1)B(O)O 3'-CYANOBIPHENYL-3-YLBORONIC ACID